(2R,5R*)-2-cyclopropyl-4-(4-methoxybenzyl)-5-methyl-2,3,4,5-tetrahydropyrido[2,3-f][1,4]oxazepine C1(CC1)[C@H]1OC2=C([C@H](N(C1)CC1=CC=C(C=C1)OC)C)N=CC=C2 |o1:7|